4,4'-(Isopropylidene)bisphenol C(C)(C)(C1=CC=C(C=C1)O)C1=CC=C(C=C1)O